4-((E)-but-2-en-1-yl)-3-ethoxy-5-((E)-4-hydroxy-3-methoxystyryl)phenol C(\C=C\C)C1=C(C=C(C=C1\C=C\C1=CC(=C(C=C1)O)OC)O)OCC